C1(=CC=CC2=CC=CC=C12)N=C=S 1-naphthyl isothiocyanate